ethyl 2-amino-3-cyclohexylpropanoate NC(C(=O)OCC)CC1CCCCC1